2,2'-dimethyl-3'-(4,5,6,7-tetrahydrothiazolo[5,4-c]pyridin-2-yl)-[1,1'-biphenyl] CC1=C(C=CC=C1)C1=C(C(=CC=C1)C=1SC=2CNCCC2N1)C